C(C)C=1C=CC(=C(C1)S(=O)(=O)NC1=NOC2=C1C(=CC(=C2)COCCCNC(C#C)=O)OC)OC N-(3-((3-((5-ethyl-2-methoxyphenyl)sulfonamido)-4-methoxybenzo[d]isoxazol-6-yl)methoxy)propyl)propiolamide